4,4,5,5-tetramethyl-2-(2',3',4',5',6'-pentafluoro-[1,1'-biphenyl]-4-yl)-1,3,2-dioxaborolane CC1(OB(OC1(C)C)C1=CC=C(C=C1)C1=C(C(=C(C(=C1F)F)F)F)F)C